ClC=1C(=NC(=CC1)N1N=NN=C1CN(C)C(C)C)C#N 3-chloro-6-(5-((isopropyl-(methyl)amino)methyl)-1H-tetrazol-1-yl)pyridinecarbonitrile